(2S,4R)-N-((S)-1-(2'-fluoro-[1,1'-biphenyl]-4-yl)ethyl)-4-hydroxy-1-((S)-3-methyl-2-(3-(2-oxoethoxy)isoxazol-5-yl)butanoyl)pyrrolidine-2-carboxamide FC1=C(C=CC=C1)C1=CC=C(C=C1)[C@H](C)NC(=O)[C@H]1N(C[C@@H](C1)O)C([C@@H](C(C)C)C1=CC(=NO1)OCC=O)=O